(E)-2-((3,5-bis(trifluoromethyl) benzylidene) amino)-2-cyclohexylbut-3-enoate FC(C=1C=C(\C=N\C(C(=O)[O-])(C=C)C2CCCCC2)C=C(C1)C(F)(F)F)(F)F